4-[(E)-3-oxo-3-phenylprop-1-enyl]benzoyl chloride O=C(/C=C/C1=CC=C(C(=O)Cl)C=C1)C1=CC=CC=C1